(R)-N-(7-(4-amino-1-(piperidin-3-yl)-1H-pyrazolo[3,4-d]pyrimidin-3-yl)benzo[d][1,3]dioxol-4-yl)-2-phenylacetamide NC1=C2C(=NC=N1)N(N=C2C2=CC=C(C1=C2OCO1)NC(CC1=CC=CC=C1)=O)[C@H]1CNCCC1